C(#N)C1=C2C=CC(=NC2=C(C=C1C)C(C)NC1=C(C(=O)O)C=CC=C1)N1CCOCC1 2-((1-(5-cyano-6-methyl-2-morpholinoquinolin-8-yl)ethyl)amino)benzoic acid